1-({2,4-difluoro-6-[(2-fluoro-4-iodophenyl)amino]phenyl}carbonyl)azetidin-3-amine FC1=C(C(=CC(=C1)F)NC1=C(C=C(C=C1)I)F)C(=O)N1CC(C1)N